C(C=1C(O)=CC=CC1)(=O)[O-].[Cu+2].N1=CC=CC2=CC=C3C=CC=NC3=C12.C(C=1C(O)=CC=CC1)(=O)[O-] phenanthroline copper salicylate